CC1(N(CCC1)C1=CC2=C(C(=N1)CNC)CN(C2=O)C2=NC(=CC=C2)C2=NN=CN2C2=CC=CC=C2)C 6-(2,2-Dimethylpyrrolidin-1-yl)-4-((methylamino)methyl)-2-(6-(4-phenyl-4H-1,2,4-triazol-3-yl)pyridin-2-yl)-2,3-dihydro-1H-pyrrolo[3,4-c]pyridin-1-one